3,4,5-trimethoxy-benzyl alcohol COC=1C=C(CO)C=C(C1OC)OC